(E)-3-(5-(4-(bis(2',4'-dibutoxy-[1,1'-biphenyl]-4-yl) amino) phenyl) thiophen-2-yl)-2-cyanoacrylate C(CCC)OC1=C(C=CC(=C1)OCCCC)C1=CC=C(C=C1)N(C1=CC=C(C=C1)C1=CC=C(S1)/C=C(/C(=O)[O-])\C#N)C1=CC=C(C=C1)C1=C(C=C(C=C1)OCCCC)OCCCC